CC/C=C\C/C=C\C/C=C\C/C=C\C/C=C\CCCC(=O)O Eicosapentaenoic acid